C1=CC=CC=2C3=CC=CC=C3C(C12)COC(=O)N[C@@](CCCNC(NS(=O)(=O)C=1C(=C(C2=C(CC(O2)(C)C)C1C)C)C)=N)(C(=O)O)C N2-{[(9H-fluoren-9-yl)methoxy]carbonyl}-2-methyl-N5-[N-(2,2,4,6,7-pentamethyl-2,3-dihydro-1-benzofuran-5-sulfonyl)carbamimidoyl]-L-ornithine